NC1=NC=CC2=C(C=CC=C12)C=1C=C2C(=NN(C2=CC1)C1CNCC1)COC1=C(C=CC=C1)CC(=O)O 2-(2-((5-(1-aminoisoquinolin-5-yl)-1-(pyrrolidin-3-yl)-1H-indazol-3-yl)methoxy)phenyl)acetic acid